FC1=C(C(=CC=C1)F)C(CC=1SC=CC1)=O 1-(2,6-difluorophenyl)-2-(thiophen-2-yl)ethan-1-one